6,7-difluoro-2-methyl-1,2,3,4-tetrahydroquinoxaline FC=1C=C2NCC(NC2=CC1F)C